3-amino-N-(2-(4-isopropyl-4H-1,2,4-triazol-3-yl)pyridin-4-yl)-1H-indazole-1-carboxamide NC1=NN(C2=CC=CC=C12)C(=O)NC1=CC(=NC=C1)C1=NN=CN1C(C)C